tert-butyl (S)-3-((4-(ethanesulfonamidomethyl)piperidin-1-yl)methyl)pyrrolidine-1-carboxylate C(C)S(=O)(=O)NCC1CCN(CC1)C[C@H]1CN(CC1)C(=O)OC(C)(C)C